N1C=NC2=C1C=CC(=C2)N2C(OCC2C2=CC=C(C=C2)C2CCC(CC2)N2CCOCC2)=O 3-(1H-Benzo[d]imidazol-5-yl)-4-(4-(4-morpholinocyclohexyl)phenyl)oxazolidin-2-on